NCCCCN1CC(N(CC1)C1=CC(=CC=C1)C1(CNC2=NC=CC(=C21)Cl)CC)=O 4-(4-aminobutyl)-1-(3-{4-chloro-3-ethyl-1H-pyrrolo[2,3-b]pyridin-3-yl}phenyl)piperazin-2-one